2-cyano-N-(4-(2-((1-(2-methoxyethyl)-1H-pyrazol-4-yl)amino)pyrimidin-4-yl)phenyl)acetamide C(#N)CC(=O)NC1=CC=C(C=C1)C1=NC(=NC=C1)NC=1C=NN(C1)CCOC